CS(=O)(=O)OCCN(C)C1=C(C=C(C(=C1)OC)NC(=O)OC(C)(C)C)[N+](=O)[O-] 2-((4-((tert-butoxycarbonyl)amino)-5-methoxy-2-nitrophenyl) (methyl)amino)ethyl methanesulfonate